F[C@H]1[C@H](C1)C(=O)N1C2CN(CC1CC2)C2=NC=NN1C2=CC(=C1)C=1C=NN(C1)C ((1R,2R)-2-fluorocyclopropyl)(3-(6-(1-methyl-1H-pyrazol-4-yl)pyrrolo[2,1-f][1,2,4]triazin-4-yl)-3,8-diazabicyclo[3.2.1]octan-8-yl)methanone